methyl 4-amino-3-((3-((3,5-dichloropyridin-2-yl)oxy)propyl)amino)benzoate NC1=C(C=C(C(=O)OC)C=C1)NCCCOC1=NC=C(C=C1Cl)Cl